4-bromo-5-fluoro-6-methylbenzo[b]thiophene-2-carboxylic acid BrC1=C(C(=CC=2SC(=CC21)C(=O)O)C)F